6-fluoro-1-methyl-4-carbonyl-1,4-dihydro-1,8-naphthyridine-2-carboxylic acid ethyl ester C(C)OC(=O)C=1N(C2=NC=C(C=C2C(C1)=C=O)F)C